7-bromo-3H-pyrido[3,2-d]pyrimidin-4-one BrC1=CC=2N=CNC(C2N=C1)=O